ClC=1C=C(C=CC1F)NC1=NC=NC2=CC(=C(C=C12)OC1CCN(CC1)CC(=O)NCCCSC1=C2CN(C(C2=CC=C1)=O)C1C(NC(CC1)=O)=O)OC 2-(4-((4-((3-chloro-4-fluorophenyl)amino)-7-methoxyquinazolin-6-yl)oxy)piperidin-1-yl)-N-(3-((2-(2,6-dioxopiperidin-3-yl)-1-oxoisoindolin-4-yl)thio)propyl)acetamide